C(=O)([O-])C(O)C(O)C(=O)[O-].C(=O)([O-])C(O)C(O)C(=O)[O-].C[NH+]1[C@@H](CCC1)C=1C=NC=CC1C.C[NH+]1[C@@H](CCC1)C=1C=NC=CC1C.C[NH+]1[C@@H](CCC1)C=1C=NC=CC1C.C[NH+]1[C@@H](CCC1)C=1C=NC=CC1C (2S)-1-methyl-2-(4-methylpyridin-3-yl)pyrrolidin-1-ium ditartrate